3,6-diazabicyclo[3.1.0]hexane-3-carboxylic acid t-butyl ester C(C)(C)(C)OC(=O)N1CC2NC2C1